FC1=C(COC2=CC=CC(=N2)C2CCN(CC2)CC2=NC3=C(N2CCOC)C=C(C=C3)C(=O)O)C=CC(=C1)C=1N=NN(C1)C 2-((4-(6-((2-fluoro-4-(1-methyl-1H-1,2,3-triazol-4-yl)benzyl)oxy)pyridin-2-yl)piperidin-1-yl)methyl)-1-(2-methoxyethyl)-1H-benzo[d]imidazole-6-carboxylic acid